ClC=1C=C(C=CC1)C1=CC(=CC=C1)C(CC(=O)O)NC(=O)NC=1C(N(C=C(C1O)C)C)=O 3-(3'-chlorobiphenyl-3-yl)-3-(3-(4-hydroxy-1,5-dimethyl-2-oxo-1,2-dihydropyridin-3-yl)ureido)propanoic acid